ClC=1C=NC=C(C1[C@@H](C)OC=1C=C2C(=NNC2=CC1)C=1C=NC(=C(C#N)C1)NC1CCOCC1)Cl (R)-5-(5-(1-(3,5-dichloropyridin-4-yl)ethoxy)-1H-indazol-3-yl)-2-((tetrahydro-2H-pyran-4-yl)amino)nicotinonitrile